6-{4-[4-(propan-2-yl)piperazin-1-yl]phenyl}-3-(pyridin-3-yl)-1,2-dihydroquinolin-2-one CC(C)N1CCN(CC1)C1=CC=C(C=C1)C=1C=C2C=C(C(NC2=CC1)=O)C=1C=NC=CC1